COC1C2C(OC1)C(CO2)CC(=O)[O-] (3-methoxy-2,3,3a,5,6,6a-hexahydrofuro[3,2-b]furan-6-yl)acetate